(4R)-5-amino-4-((2S)-2-((2R)-2-(((3R,4R,5S,6R)-2,5-dihydroxy-6-(hydroxymethyl)-3-(8-(octanoyloxy)octanamido)tetrahydro-2H-pyran-4-yl)oxy)propanamido)propanamido)-5-oxopentanoic acid NC([C@@H](CCC(=O)O)NC([C@H](C)NC([C@@H](C)O[C@@H]1[C@H](C(O[C@@H]([C@H]1O)CO)O)NC(CCCCCCCOC(CCCCCCC)=O)=O)=O)=O)=O